(S)-N-(5-(4-amino-1-(cyclopropyl(6-(3-fluorophenyl)-3-methyl-5-oxo-5H-thiazolo[3,2-a]pyridin-7-yl)methyl)-1H-pyrazolo[3,4-d]pyrimidin-3-yl)-2-methoxyphenyl)methanesulfonamide NC1=C2C(=NC=N1)N(N=C2C=2C=CC(=C(C2)NS(=O)(=O)C)OC)[C@H](C=2C=C1N(C(C2C2=CC(=CC=C2)F)=O)C(=CS1)C)C1CC1